C(C)(C)(C)C1=C(C2=C(C3=CC=CC=C3C(=C2C=C1)C1=CC=CC2=CC=CC=C12)C1=CC=CC2=CC=CC=C12)C(C)(C)C di-tert-butyl-9,10-di(1-naphthyl)anthracene